FC1=CC(=C(C=O)C=C1)OC 4-fluoro-2-methoxy-benzaldehyde